N[C@H](C(=O)O)CCCCNC(COCCOCCNC(CC[C@@H](C(=O)OC(C)(C)C)NC(CCCCCCCCCCCCCCCCCP(=O)(OC(C)(C)C)OC(C)(C)C)=O)=O)=O (2S)-2-amino-6-[[2-[2-[2-[[(4S)-5-tert-butoxy-4-(18-ditert-butoxyphosphoryloctadecanoylamino)-5-oxo-pentanoyl]amino]ethoxy]ethoxy]acetyl]amino]hexanoic acid